CN1CCCC2=CC=CC=C12 1-methyl-1,2,3,4-tetrahydroquinolin